2-[(1R,2R)-2-[2,6-bis(acetoxy)-4-pentylphenyl]-4-methylcyclohex-3-en-1-yl]prop-2-En-1-yl acetate C(C)(=O)OCC(=C)[C@H]1[C@@H](C=C(CC1)C)C1=C(C=C(C=C1OC(C)=O)CCCCC)OC(C)=O